CN(C)S(=O)(=O)C1=CC=CC=C1N 2-amino-N,N-dimethylbenzenesulfonamide